3,5-Dibromo-1-(1,3-difluoropropan-2-yl)-1H-pyrazole-4-carbonitrile BrC1=NN(C(=C1C#N)Br)C(CF)CF